1-propyl-2-pyrrolidinone C(CC)N1C(CCC1)=O